2-(2-iodoethoxy)ethane ICCOCC